O1CC(CCC1)CN 1-(oxan-3-yl)methanamine